CCCCCCCCCCCCCCCCOC[C@H](COP(=O)([O-])OCC[N+](C)(C)C)OC(=O)CC/C=C\C/C=C\C/C=C\C/C=C\C/C=C\C/C=C\CC 1-O-hexadecyl-2-docosahexaenoyl-sn-glycero-3-phosphocholine